(4-methyl-1,2-phenylene)bis(phenylsulfane) CC1=CC(=C(C=C1)SC1=CC=CC=C1)SC1=CC=CC=C1